tert-butyl-(4-(N,N-dimethylaminosulfonyl)pyridin-3-yl)carbamate C(C)(C)(C)OC(NC=1C=NC=CC1S(=O)(=O)N(C)C)=O